3-Bromo-4-fluoro-5-nitrobenzaldehyde BrC=1C=C(C=O)C=C(C1F)[N+](=O)[O-]